3-(1-Isopropyl-1H-pyrazol-4-yl)-N-((4-(4-methoxy-3-methylphenyl)bicyclo[2.2.2]octan-1-yl)methyl)aniline C(C)(C)N1N=CC(=C1)C=1C=C(NCC23CCC(CC2)(CC3)C3=CC(=C(C=C3)OC)C)C=CC1